(E)-N-(4-cinnamylaminobutyl)-2-methylbut-2-enamide C(C=CC1=CC=CC=C1)NCCCCNC(\C(=C\C)\C)=O